3-(dibenzo[b,d]furan-3-yl)-2-(4,4,5,5-tetramethyl-1,3,2-dioxaborolan-2-yl)pyridine C1=CC(=CC=2OC3=C(C21)C=CC=C3)C=3C(=NC=CC3)B3OC(C(O3)(C)C)(C)C